2,8-dimethyl-1H-pyrrolo[3,4-c]isoquinoline-1,3(2H)-dione CN1C(C=2N=CC=3C=CC(=CC3C2C1=O)C)=O